tert-butyl (3-(6-cyano-2-(pyridin-2-yl)-3H-imidazo[4,5-c]pyridin-3-yl)cyclohexyl)carbamate C(#N)C1=CC2=C(C=N1)N(C(=N2)C2=NC=CC=C2)C2CC(CCC2)NC(OC(C)(C)C)=O